monosodium phosphate (dihydrogen phosphate) P(=O)(O)(O)[O-].P(=O)(O)(O)O.[Na+]